[Cl-].CC1=CC=CC2=[NH+]C3=CC=CC=C3C=C12 methylacridinium chloride